ClC1=C(C=C(C=C1)C1(CN(C1)C=1N=C(C2=C(N1)CC[S@]2=O)NC2(CCC2)CO)O)OC |r| (R/S)-2-(3-(4-chloro-3-methoxyphenyl)-3-hydroxyazetidin-1-yl)-4-((1-(hydroxymethyl)cyclobutyl)amino)-6,7-dihydrothieno[3,2-d]pyrimidine 5-oxide